BrC1=NN(N=C1)CC1CC1 4-bromo-2-(cyclopropylmethyl)triazole